C(C1=CC=CC=C1)NC(=O)C=1N=C(NC1C)C1=NC=CC(=C1)C=1C=NC=C(C1)N1CCOCC1 N-Benzyl-5-methyl-2-(5-morpholin-4-yl-3,4'-bipyridin-2'-yl)-1H-imidazol-4-carboxamid